(S)-2-(4-((6-((4-cyano-2-fluorobenzyl)oxy)pyridin-2-yl)oxy)-2,5-difluorobenzyl)-4-fluoro-1-(oxetan-2-ylmethyl)-1H-benzo-[d]imidazole-6-carboxylic acid C(#N)C1=CC(=C(COC2=CC=CC(=N2)OC2=CC(=C(CC3=NC4=C(N3C[C@H]3OCC3)C=C(C=C4F)C(=O)O)C=C2F)F)C=C1)F